N-(4-benzamidophenyl)-3-cyano-4-methyl-6-hydroxy-2-pyridone C(C1=CC=CC=C1)(=O)NC1=CC=C(C=C1)N1C(C(=C(C=C1O)C)C#N)=O